1-((3S,4R)-4-(3,4-difluorophenyl)-1-(2-methoxyethyl)pyrrolidin-3-yl)-3-(4-(hydroxymethyl)-1-phenyl-1H-pyrazol-5-yl)urea FC=1C=C(C=CC1F)[C@H]1[C@@H](CN(C1)CCOC)NC(=O)NC1=C(C=NN1C1=CC=CC=C1)CO